tert-butyl 2-(4-(4-(3-amino-6-chloropyridazin-4-yl)phenyl)piperazin-1-yl)acetate NC=1N=NC(=CC1C1=CC=C(C=C1)N1CCN(CC1)CC(=O)OC(C)(C)C)Cl